C(#N)C=1C=CC(=NC1)N1C(=NC=2C1=NC=CC2)[C@H](C)NC(C2=CC(=CC(=C2)OC(F)(F)F)S(=O)(=O)C)=O N-[(1S)-1-[3-(5-cyano-2-pyridyl)imidazo[4,5-b]pyridin-2-yl]ethyl]-3-methylsulfonyl-5-(trifluoromethoxy)benzamide